(R or S)-2-cyclopropyl-4-(3-(3-fluoro-4-methylphenyl)-3-(1,2,4-thiadiazol-5-yl)pyrrolidine-1-carboxamido)pyrimidine-5-carboxylic acid C1(CC1)C1=NC=C(C(=N1)NC(=O)N1C[C@](CC1)(C1=NC=NS1)C1=CC(=C(C=C1)C)F)C(=O)O |o1:14|